2-ethyl-6-[(4R)-4-isopropyl-2-oxo-1,3-oxazolidin-3-yl]pyridine-4-carboxylic acid C(C)C1=NC(=CC(=C1)C(=O)O)N1C(OC[C@H]1C(C)C)=O